2-propynyl-N-(2-morpholinoethyl)-2,3-dihydro-1H-benzo[de]isoquinoline-6-amine C(#CC)N1CC2=CC=CC=3C2=C(C1)C=CC3NCCN3CCOCC3